ClC1=CC=CC(=N1)COCC=1C(=NC=C(C1)OC)C#CC1=C2C=C(N=CC2=C(N=C1)NC)NC(=O)C1CC1 N-(5-((3-(((6-chloropyridin-2-yl)methoxy)methyl)-5-methoxypyridin-2-yl)ethynyl)-8-(methylamino)-2,7-naphthyridin-3-yl)cyclopropanecarboxamide